9-methyl-2-(2-methyl-2H-indazol-5-yl)-7-[(3R)-3-methylpiperazin-1-yl]-4H-pyrido[1,2-a]pyrimidin-4-one CC1=CC(=CN2C1=NC(=CC2=O)C2=CC1=CN(N=C1C=C2)C)N2C[C@H](NCC2)C